[N+](=O)([O-])C=1C(=NC=NC1)N 5-nitro-4-pyrimidinamine